CC1=CC(=NN1)NC1=NC(=NC2=CC=CC=C12)N1C2CN(C(C1)C2)C(=O)C2=CC=CC=C2 (5-(4-((5-methyl-1H-pyrazol-3-yl)amino)quinazolin-2-yl)-2,5-diazabicyclo[2.2.1]heptan-2-yl)(phenyl)methanone